1-(3-methylphenyl)-3,4-dihydroisoquinoline CC=1C=C(C=CC1)C1=NCCC2=CC=CC=C12